6-Chloro-2-{3-methoxy-4-[4-(2-methoxyethyl)piperazin-1-yl]phenyl}-N-(1-methylpiperidin-4-yl)-3H-imidazo[4,5-b]pyridin-7-amine ClC=1C(=C2C(=NC1)NC(=N2)C2=CC(=C(C=C2)N2CCN(CC2)CCOC)OC)NC2CCN(CC2)C